N-(4-(3-(N-(methylsulfonyl)methyl-sulfonamido)phenyl)thiazol-2-yl)-2-((4-oxo-3-phenethyl-3,4-dihydropteridin-2-yl)thio)acetamide CS(=O)(=O)N(S(=O)(=O)C)C=1C=C(C=CC1)C=1N=C(SC1)NC(CSC1=NC2=NC=CN=C2C(N1CCC1=CC=CC=C1)=O)=O